CC1=C(C(=O)O)C=C(C=C1)[C@H]1C[C@@H](OC2=CC=CC=C12)CN[C@H](C)C1=CC=CC2=CC=CC=C12 2-methyl-5-((2R,4R)-2-((((R)-1-(naphthalen-1-yl)ethyl)amino)methyl)chroman-4-yl)benzoic acid